diethylamino-sulfur trifluoride C(C)N(CC)S(F)(F)F